1-Methyl-4-[rac-(2R)-2-[4-(2-chloro-4-fluoro-phenyl)-2-oxo-chromen-7-yl]oxypropanoyl]piperazin CN1CCN(CC1)C([C@@H](C)OC1=CC=C2C(=CC(OC2=C1)=O)C1=C(C=C(C=C1)F)Cl)=O |r|